C(#C)C1=CC=C(OC2=C(N=NN2)C(=O)[O-])C=C1 5-(4-ethynylphenoxy)-1H-1,2,3-triazole-4-carboxylate